(S)-(2-bromo-4-chlorophenyl)(3-(morpholinomethyl)-3,4-dihydroisoquinolin-2(1H)-yl)methanone BrC1=C(C=CC(=C1)Cl)C(=O)N1CC2=CC=CC=C2C[C@H]1CN1CCOCC1